2,2'-azino-bis-[3-ethylbenzthiazoline-6-sulfonic acid] N(N=C1SC2=C(N1CC)C=CC(=C2)S(=O)(=O)O)=C2SC1=C(N2CC)C=CC(=C1)S(=O)(=O)O